FC1=CC=C(OC=2C=CC(=NC2)NC(C(C)N2CC(OCC2)C2=CC=[N+](C=C2)[O-])=O)C=C1 4-(4-(1-((5-(4-fluorophenoxy)pyridin-2-yl)amino)-1-oxopropan-2-yl)morpholin-2-yl)pyridine 1-oxide